N'-(3,5-dimethoxybenzyl)-6-(4-ethoxyphenyl)pyrazine-2-carbohydrazide COC=1C=C(CNNC(=O)C2=NC(=CN=C2)C2=CC=C(C=C2)OCC)C=C(C1)OC